COC(C1=C(C=C(C(=C1)F)F)NC1=C(C(=C(C=C1)Cl)Cl)CN(CCC1=NC(=CC=C1[N+](=O)[O-])OC)C(=O)OC(C)(C)C)=O.N(=C=O)C1C(CCCC1)CCCN=C=O 1-isocyanato-2-(3-isocyanatopropyl)cyclohexane Methyl-2-((2-(((tert-butoxycarbonyl)(2-(6-methoxy-3-nitropyridin-2-yl)ethyl)-amino)methyl)-3,4-dichlorophenyl)amino)-4,5-difluorobenzoate